1-(6-methyl-2-quinolinyl)cyclobutanol CC=1C=C2C=CC(=NC2=CC1)C1(CCC1)O